NC1=C(C(=O)OC)C=C(C=C1)OCC1=CC(=C(C(=C1)F)F)F Methyl 2-amino-5-(3,4,5-trifluorobenzyloxy)benzoate